(R)-(4-fluoro-2-methylbenzene) FC1=CC(=CC=C1)C